NC1(CCN(CC1)C=1N=C(C2=C(N1)NC=C2C=2C=C1C=NN(C1=CC2)C([2H])([2H])[2H])C#N)C2=CC=CC=C2 2-(4-amino-4-phenylpiperidin-1-yl)-5-(1-(methyl-d3)-1H-indazol-5-yl)-7H-pyrrolo[2,3-d]pyrimidine-4-Nitrile